1-[4-(2-amino-5-fluoro-phenyl)piperazin-1-yl]propan-1-one NC1=C(C=C(C=C1)F)N1CCN(CC1)C(CC)=O